(S)-2-(4-(4-(2-(2-(azidooxy)ethoxy)ethoxy)butoxy)-2,6-dichlorobenzamido)-3-(2',6'-dimethoxy-[1,1'-biphenyl]-4-yl)propanoic acid N(=[N+]=[N-])OCCOCCOCCCCOC1=CC(=C(C(=O)N[C@H](C(=O)O)CC2=CC=C(C=C2)C2=C(C=CC=C2OC)OC)C(=C1)Cl)Cl